OB1OCC2=C1C=CC(=C2)C=O 1-hydroxy-1,3-dihydrobenzo[c][1,2]oxaborole-5-carbaldehyde